Methyl (R)-2-amino-3-(7-(2-ethylphenyl)thieno[3,2-b]pyridine-2-carboxamido)propanoate N[C@@H](C(=O)OC)CNC(=O)C1=CC2=NC=CC(=C2S1)C1=C(C=CC=C1)CC